ClC=1C(=C(CN2[C@@H](C[C@@](CC2)(C(=O)O)CC2=NC(=CN=C2)NC2=NNC(=C2)C)C)C=CC1)F (2R,4R)-1-(3-chloro-2-fluorobenzyl)-2-methyl-4-((6-((5-methyl-1H-pyrazol-3-yl)amino)pyrazin-2-yl)methyl)piperidine-4-carboxylic acid